FC1(CCC(CC1)C1=NC=CC(=C1NC(OC(C)(C)C)=O)C1=NC(=CC=C1F)F)F tert-butyl (2'-(4,4-difluorocyclohexyl)-3,6-difluoro-[2,4'-bipyridin]-3'-yl)carbamate